1-methylpyrrolidin-3-yl (2-cyclopent-1-enylphenyl)-(4-methoxyphenoxy)acetate C1(=CCCC1)C1=C(C=CC=C1)C(C(=O)OC1CN(CC1)C)OC1=CC=C(C=C1)OC